methyl 4-(2-chloro-4-fluorophenyl)-6-(bromomethyl)-2-(4-methylthiazol-2-yl)-1,4-dihydropyrimidine-5-carboxylate ClC1=C(C=CC(=C1)F)C1N=C(NC(=C1C(=O)OC)CBr)C=1SC=C(N1)C